C(C)(C)(C)OC(=O)N[C@H]1CC[C@@H](N(C1)C(=O)OCC1=CC=CC=C1)C trans-Benzyl 5-((tert-butoxycarbonyl)amino)-2-methylpiperidine-1-carboxylate